BrC=1C=C(C(NC1)=O)NC(C)=O N-(5-bromo-2-oxo-1,2-dihydropyridin-3-yl)acetamide